N-(4-(hydrazinecarbonyl)benzyl)-2-(4-(2-hydroxyethyl)piperazin-1-yl)-N-phenylethanesulfonamide N(N)C(=O)C1=CC=C(CN(S(=O)(=O)CCN2CCN(CC2)CCO)C2=CC=CC=C2)C=C1